CC(CCCCCCCO)O 1-methyl-1,8-octanediol